ClCCN(C(=O)NC1CCCCC1)N=O 1-[2-chloroethyl]-3-cyclohexyl-1-nitroso-urea